2,3-diphenyl-9H-pyrano[2,3-f]quinoxaline-8-carbonitrile C1(=CC=CC=C1)C=1C(=NC=2C=CC3=C(C2N1)OCC(=C3)C#N)C3=CC=CC=C3